OCCSCC(=O)C1=CC=CC=C1 (2-hydroxyethyl)thio-1-phenylethan-1-one